R-bromoamide Br[NH-]